1-(3-bromo-5-chloro-4-fluoro-2-hydroxyphenyl)ethan-1-one BrC=1C(=C(C=C(C1F)Cl)C(C)=O)O